2-(2,6-dioxo-3-piperidyl)-5-[3-[2-[3-[2-[3-[[5-(5-methylpyrido[4,3-b]indol-7-yl)-2-pyridyl]oxy]cyclobutoxy]ethyl]cyclobutyl]ethoxy]azetidin-1-yl]isoindoline-1,3-dione O=C1NC(CCC1N1C(C2=CC=C(C=C2C1=O)N1CC(C1)OCCC1CC(C1)CCOC1CC(C1)OC1=NC=C(C=C1)C=1C=CC=2C3=C(N(C2C1)C)C=CN=C3)=O)=O